3-(1-methyl-1H-indazol-5-yl)-1H-imidazo[4,5-b]pyridin-2(3H)-one CN1N=CC2=CC(=CC=C12)N1C(NC=2C1=NC=CC2)=O